CN1N=C(C2=CC=CC(=C12)N1CCN(CC1)C[C@@H]1[C@@H](CNCC1)C)C1C(NC(CC1)=O)=O 3-(1-methyl-7-(4-(((3s,4s)-3-methylpiperidin-4-yl)methyl)piperazin-1-yl)-1H-indazol-3-yl)piperidine-2,6-dione